7-(benzyloxy)-2-(4-methoxybenzyl)-2-azaspiro[3.5]nonan-1-one C(C1=CC=CC=C1)OC1CCC2(CN(C2=O)CC2=CC=C(C=C2)OC)CC1